6-((2-((3R,4R)-3-amino-4-fluoropiperidin-1-yl)-5,6-dichloro-1H-benzo[d]imidazol-1-yl)methyl)nicotinonitrile N[C@@H]1CN(CC[C@H]1F)C1=NC2=C(N1CC1=NC=C(C#N)C=C1)C=C(C(=C2)Cl)Cl